BrC1=C(C=C2C(=N1)N(C(=C2)CN2C(C=CC=C2C(N(C)C2=CC=C(C=C2)F)=O)=O)C(=O)OC(C)(C)C)C tert-butyl 6-bromo-2-((6-((4-fluorophenyl)(methyl)carbamoyl)-2-oxo-1,2-dihydropyridin-1-yl)methyl)-5-methyl-1H-pyrrolo[2,3-b]pyridine-1-carboxylate